ClC1=NC=C(C(=N1)NCC1=CC(=C(C(=C1)OC)C=1N(C=C(N1)C(F)(F)F)C(C)C)F)N 2-chloro-N4-({3-fluoro-4-[1-isopropyl-4-(trifluoromethyl)imidazol-2-yl]-5-methoxyphenyl}methyl)pyrimidine-4,5-diamine